DIHYDRO-INDOLIZINONE C1(CCN2CC=CC=C12)=O